ClC=1C=C2C(=NC(=NC2=C(C1C1=CC(=CC2=CC=CC(=C12)F)O)F)OC[C@H]1N(CCC1)C)N1CC2CCC(C1)N2 4-(6-chloro-4-{3,8-diazabicyclo[3.2.1]oct-3-yl}-8-fluoro-2-{[(2S)-1-methylpyrrolidin-2-yl]methoxy}quinazolin-7-yl)-5-fluoronaphthalen-2-ol